[O-2].[Mn+2].[Cu+2].[Al+3] aluminum-copper-manganese-oxide